2-(2-amino-6-((3-aminophenyl)amino)-9H-purin-9-yl)-N-(1-ethyl-3-methyl-1H-pyrazol-5-yl)acetamide NC1=NC(=C2N=CN(C2=N1)CC(=O)NC1=CC(=NN1CC)C)NC1=CC(=CC=C1)N